2-(2-cyclopropylpyridin-4-yl)-1H-pyrrolo[2,3-b]pyridin-5-amine C1(CC1)C1=NC=CC(=C1)C1=CC=2C(=NC=C(C2)N)N1